C1(CC1)C(=O)N1CC(C1)OC1=CC2=C(C(N(CCO2)C[C@@H](CN2CC3=CC=CC=C3CC2)O)=O)C=C1 8-[1-(cyclopropanecarbonyl)azetidin-3-yl]oxy-4-[(2R)-3-(3,4-dihydro-1H-isoquinolin-2-yl)-2-hydroxy-propyl]-2,3-dihydro-1,4-benzoxazepin-5-one